1-(5-((4-(3-cyclopropylphenyl)-5-fluoropyrimidin-2-yl)amino)pyridin-2-yl)pyrrolidin-2-one C1(CC1)C=1C=C(C=CC1)C1=NC(=NC=C1F)NC=1C=CC(=NC1)N1C(CCC1)=O